[K+].OCCC1[C@@H](N2C(C[C@H]2O1)=O)C(=O)[O-] (Z)-(2R,5R)-3-(2-hydroxyethyl)-7-oxo-4-oxa-1-azabicyclo[3.2.0]heptane-2-carboxylic acid potassium salt